C(C1=CC=CC=C1)OC(=O)N1CC(C(C(C1)C)=O)NC(=O)OC(C)(C)C benzyl-3-[(tert-butoxycarbonyl) amino]-5-methyl-4-oxopiperidine-1-carboxylate